isobutyryl-3-methyl-2-butenenitrile C(C(C)C)(=O)C(C#N)=C(C)C